S1C=CC2=C1C(OCC21CC1)CN1CCC1 1-((5'H,7'H-spiro[cyclopropane-1,4'-thieno[2,3-c]pyran]-7'-yl)methyl)azetidine